FC=1C=C(C=C(C1)F)C=1SC=C(N1)C[C@@H]1N(C[C@@H]([C@@H]1NS(=O)(=O)C)F)C(C(C)(C)O)=O |r| rac-N-[(2S,3R,4S)-2-{[2-(3,5-difluoro-phenyl)-1,3-thiazol-4-yl]methyl}-4-fluoro-1-(2-hydroxy-2-methylpropanoyl)-pyrrolidin-3-yl]methanesulfonamide